C(C1=CC=CC=C1)OC(=O)N[C@@H](C=C)C1CN(C1)C(=O)OC(C)(C)C tert-Butyl (S)-3-(1-(((benzyl oxy)carbonyl)amino)allyl)azetidine-1-carboxylate